[Si](C1=CC=CC=C1)(C1=CC=CC=C1)(C(C)(C)C)O[C@H]1C[C@H](CNC1)NC(=S)NC1=NC(=CN=C1O)C1=C(C=C(C=C1C)C#N)O 1-[(3R,5S)-5-[tert-butyl(diphenyl)silyl]oxy-3-piperidyl]-3-[6-(4-cyano-2-hydroxy-6-methyl-phenyl)-3-hydroxy-pyrazin-2-yl]thiourea